2,2-bis({[3-(2-methylaziridin-1-yl)propanoyl]oxy}methyl)butyl-3-[2,2-bis({[3-(2-methylaziridin-1-yl)propanoyl]oxy}methyl)butoxy]propanoat CC1N(C1)CCC(=O)OCC(COC(CCOCC(CC)(COC(CCN1C(C1)C)=O)COC(CCN1C(C1)C)=O)=O)(CC)COC(CCN1C(C1)C)=O